Ethyl (3S)-3-(5-cyclopropyl-2,4-difluoro-2',4'-dimethyl-6'-(pent-4-en-1-yloxy)-[1,1'-biphenyl]-3-yl)-3-((R)-2-hydroxypent-4-enamido)propanoate C1(CC1)C=1C(=C(C(=C(C1)C1=C(C=C(C=C1OCCCC=C)C)C)F)[C@H](CC(=O)OCC)NC([C@@H](CC=C)O)=O)F